4-((methyl-d3)amino)-1-(o-tolyl)-7-(trifluoromethyl)quinazolin-2(1H)-one C([2H])([2H])([2H])NC1=NC(N(C2=CC(=CC=C12)C(F)(F)F)C1=C(C=CC=C1)C)=O